S(C)(=O)(=O)[O-].[Pd+2].CS(=O)(=O)O.S(C)(=O)(=O)[O-] methanesulfonic acid palladium (II) mesylate